Methyl ((trans-4-(((trans-4-(4-methoxy-3-methylphenyl)cyclohexyl) methyl) (3-(2-methoxythiazol-5-yl)phenyl)carbamoyl) cyclohexyl) methyl)carbamate COC1=C(C=C(C=C1)[C@@H]1CC[C@H](CC1)CN(C(=O)[C@@H]1CC[C@H](CC1)CNC(OC)=O)C1=CC(=CC=C1)C1=CN=C(S1)OC)C